C(C)N1CCN(CC1)C1=NC=2CCN(CC2C=C1)C(CC(C)(C)C)=O 1-(2-(4-ethylpiperazin-1-yl)-7,8-dihydro-1,6-naphthyridin-6(5H)-yl)-3,3-dimethylbutan-1-one